C(C)(C)(C)OC(NC=1SC(=CN1)CN)=O (5-(Aminomethyl)thiazol-2-yl)carbamic acid tert-butyl ester